2-(5-methyl-1,3,4-oxadiazol-2-yl)pyrimidine CC1=NN=C(O1)C1=NC=CC=N1